5-bromoindoline BrC=1C=C2CCNC2=CC1